BrC1=CC(=NC=C1)NC(=O)N1CCCCC1 N-(4-bromopyridin-2-yl)piperidine-1-carboxamide